3,5-dichloro-2-picolinic acid methyl ester COC(C1=NC=C(C=C1Cl)Cl)=O